methyl 2,3-difluoro-5-nitrobenzoate FC1=C(C(=O)OC)C=C(C=C1F)[N+](=O)[O-]